ClC=1C=CC(=C(C1)C1=CC(N(C=C1F)C(CC1=CC=CC=C1)C1=NC2=C(N1)C=CC(=C2)C(=O)OC)=O)N2N=NN=C2 methyl 2-(1-(4-(5-chloro-2-(1H-tetrazol-1-yl) phenyl)-5-fluoro-2-oxopyridin-1(2H)-yl)-2-phenylethyl)-1H-benzo[d]imidazole-5-carboxylate